[OH-].[Mg+2].[OH-] magnesium hydroxide